2-methyl-5-[(1R,5S)-8-methyl-3,8-diazabicyclo[3.2.1]oct-3-yl]benzamide CC1=C(C(=O)N)C=C(C=C1)N1C[C@H]2CC[C@@H](C1)N2C